dipalladium tris(benzylideneacetone) C(C1=CC=CC=C1)=CC(C)=O.C(C1=CC=CC=C1)=CC(C)=O.C(C1=CC=CC=C1)=CC(C)=O.[Pd].[Pd]